1-(3-(1-(tert-butyl)-3-(pyrimidin-2-ylamino)-1H-pyrazol-5-yl)cyclopentyl)-3-isopropylurea C(C)(C)(C)N1N=C(C=C1C1CC(CC1)NC(=O)NC(C)C)NC1=NC=CC=N1